COCC(C(C)C)SC(CC(=O)C1C(C=CCC1(C)C)C)C 3-[1-(Methoxymethyl)-2-methyl-propyl]sulfanyl-1-(2,6,6-trimethylcyclohex-3-en-1-yl)butan-1-one